FC(C=1C=C(C=CC1)C1=CC(=CO1)C(=O)NC1=NC(=NS1)CCl)(F)F 5-(3-(trifluoromethyl)phenyl)-N-(3-(chloromethyl)-1,2,4-thiadiazol-5-yl)furan-3-carboxamide